C[C@H](C(=O)O)NC(=O)OC(C)(C)C N-(t-butoxycarbonyl)-D-alanine